S1C2=C(C=C1)C=CC=C2N2CC1CNCC1C2 2-(benzo[b]thiophen-7-yl)octahydropyrrolo[3,4-c]pyrrole